C(C)OC(CC(CC)C1=CC=CC=2CN(OCC21)C(=O)OC(C)(C)C)=O tert-Butyl 8-(1-ethoxy-1-oxopentan-3-yl)-1,4-dihydro-2,3-benzoxazine-3-carboxylate